IC1=CC=C(C=C1)\C(=C/COC1=CC(=C(OCC(=O)OC)C=C1)C)\C1=CC=C(C=C1)C(F)(F)F methyl (Z)-[4-[3-(4-iodophenyl)-3-(4-trifluoromethylphenyl)allyloxy]-2-methylphenoxy]acetate